C(C1=CC=CC=C1)C1=C2CC(CN(C2=CC=C1)C1=CC=C(C=C1)C(F)(F)F)CNC(C=C)=O N-((5-benzyl-1-(4-(trifluoromethyl)phenyl)-1,2,3,4-tetrahydroquinolin-3-yl)methyl)acrylamide